3-amino-6-chloro-2-iodo-N-methylisonicotinamide NC1=C(C(=O)NC)C=C(N=C1I)Cl